C(CCCCCCC)NCCCN N-octyl-1,3-propanediamine